(1-propylamino-3-methylimidazole) nitrate [N+](=O)(O)[O-].C(CC)NN1CN(C=C1)C